N-((1R)-3-cyano-3-azabicyclo[3.2.0]heptan-1-yl)-5-(3-(phenylamino)pyridin-4-yl)thiazole-2-carboxamide C(#N)N1C[C@]2(CCC2C1)NC(=O)C=1SC(=CN1)C1=C(C=NC=C1)NC1=CC=CC=C1